methyl 7-cyano-3-(2-{[(1S,3S)-3-[(2,2-dimethyl-4-oxo-5-aza-3-oxa-non-9-yl)amino]cyclopentyl]amino}-5-(trifluoromethyl)pyrimidin-4-yl)-1H-indole-6-carboxylate C(#N)C=1C(=CC=C2C(=CNC12)C1=NC(=NC=C1C(F)(F)F)N[C@@H]1C[C@H](CC1)NCCCCNC(OC(C)(C)C)=O)C(=O)OC